hydroxymethylglycolic acid OCC(C(=O)O)O